N1N=CC2=CC(=CC=C12)NC1=NC(=NC=C1)C=1C=C2CN(CC2=CC1)C(=O)C1=CC=NC=C1 (5-(4-((1H-indazol-5-yl)amino)pyrimidin-2-yl)isoindolin-2-yl)(pyridin-4-yl)methanone